NC1=C(C=2C(=NC=C(C2S1)F)C=1C2=C(C=3C=NC(=NC3C1F)OC[C@H]1N(C[C@H](C1)F)CCOC)COC2)C#N 2-Amino-7-fluoro-4-[5-fluoro-3-[[(2S,4S)-4-fluoro-1-(2-methoxyethyl)pyrrolidin-2-yl]methoxy]-7,9-dihydrofuro[3,4-f]quinazolin-6-yl]thieno[3,2-c]pyridine-3-carbonitrile